ClC1=CC=C(C=C1)C1=N[C@H](C=2N(C3=C1C(=C(S3)C)C)C(=NN2)C)CC(=O)NCCOCCNC2=NC=C(C=C2)C=2C=C3CC(NC3=CC2)=O (S)-2-(4-(4-chlorophenyl)-2,3,9-trimethyl-6H-thieno[3,2-f][1,2,4]triazolo[4,3-a][1,4]diazepin-6-yl)-N-(2-(2-((5-(2-oxoindolin-5-yl)pyridin-2-yl)amino)ethoxy)ethyl)acetamide